N1(CCC2=CC=CC=C12)S(=O)(=O)NC1=C(C=CC=C1)C#CC=1C=CC(=NC1)C(=O)O 5-(2-{2-[(2,3-dihydro-1H-indole-1-sulfonyl)amino]phenyl}ethynyl)pyridine-2-carboxylic acid